C1(CC1)OC1=C(C(=NC=C1)OC)C1=CNC2=NC(=CC=C21)NC(=O)[C@H]2[C@@H](C2)CN2CCN(CC2)CC (1R,2R)-N-[3-(4-cyclopropoxy-2-methoxypyridin-3-yl)-1H-pyrrolo[2,3-b]pyridin-6-yl]-2-[(4-ethylpiperazin-1-yl)methyl]cyclopropane-1-carboxamide